CN1C(C(=C(C=C1)C1=CN=C2N1N=C(C=C2)C2=CC(=CC=C2)O[C@H](CN2N=NN=C2)C)C#N)=O 1-methyl-2-oxo-4-[6-(3-{[(2S)-1-(1H-tetrazol-1-yl)propan-2-yl]oxy}phenyl)imidazo[1,2-b]pyridazin-3-yl]-1,2-dihydropyridine-3-carbonitrile